(2R,3R,4R,5S)-2-methyl-1-(((S)-1-(3-(trifluoromethyl)pyridin-2-yl)pyrrolidin-3-yl)methyl)piperidine-3,4,5-triol C[C@H]1N(C[C@@H]([C@H]([C@@H]1O)O)O)C[C@H]1CN(CC1)C1=NC=CC=C1C(F)(F)F